(3a'S,4'R,6'R,6a'R)-4'-(((tert-butyldiphenylsilyl)oxy)methyl)-6'-(4,6-dichloro-1H-pyrazolo[3,4-b]pyridin-1-yl)tetrahydrospiro[cyclopentane-1,2'-furo[3,4-d][1,3]dioxole]-4'-carbaldehyde [Si](C1=CC=CC=C1)(C1=CC=CC=C1)(C(C)(C)C)OC[C@]1(O[C@H]([C@@H]2OC3(O[C@@H]21)CCCC3)N3N=CC=2C3=NC(=CC2Cl)Cl)C=O